[Na+].S(=O)(=O)([O-])[O-].[Na+] Sulfate Sodium Salt